3-methylphenanthrone CC=1C=CC=2CC(C3=CC=CC=C3C2C1)=O